tert-butyl N-[[1-[1-(2,6-dioxo-3-piperidyl)-3-methyl-2-oxo-benzimidazol-5-yl]-4-piperidyl]methyl]carbamate O=C1NC(CCC1N1C(N(C2=C1C=CC(=C2)N2CCC(CC2)CNC(OC(C)(C)C)=O)C)=O)=O